2-chloro-N-(1-methyl-1H-tetrazol-5-yl)-3-(methylsulfanyl)-4-(trifluoromethyl)-benzamide ClC1=C(C(=O)NC2=NN=NN2C)C=CC(=C1SC)C(F)(F)F